Cl.[C@@H]1(CC[C@@H]2CCC[C@H]12)N (1s,3as,6as)-octahydropentalene-1-amine hydrochloride